[O-]S(=O)(=O)C(F)(F)F.C1(=CC=CC=C1)C(=C[S+]1CCCC1)C 1-(2-phenylprop-1-en-1-yl)tetrahydro-1H-thiophen-1-ium triflate